OC1=C(C=C(C=C1)C=CC(=O)O)C1=CC=2C(CCC(C2C=C1C)(C)C)(C)C 3-[4-Hydroxy-3-(5,6,7,8-tetrahydro-3,5,5,8,8-pentamethyl-2-naphthalenyl)phenyl]-2-propenoic acid